C(CCCCCCCCCCCCCCC)(=O)OC[C@@H](OC(CCCCCCC\C=C/CCCCCCCC)=O)CO[C@H]1[C@H](O)[C@@H](O)[C@H](O)[C@H](O1)CO 1-palmitoyl-2-oleoyl-3-(β-D-glucosyl)-sn-glycerol